3-(4-methoxybenzyl)dihydropyrimidine-2,4(1H,3H)-dione COC1=CC=C(CN2C(NCCC2=O)=O)C=C1